acetophenone-18O benzyl-((1S)-2-((3-fluoro-5-(1-(5-fluoro-2-oxo-1,2-dihydropyridin-3-yl)-2-methoxyethyl)-2-hydroxyphenyl)amino)-1-((1r,4S)-4-fluorocyclohexyl)-2-oxoethyl)carbamate C(C1=CC=CC=C1)N(C(O)=O)[C@H](C(=O)NC1=C(C(=CC(=C1)C(COC)C=1C(NC=C(C1)F)=O)F)O)C1CCC(CC1)F.C(C)(=[18O])C1=CC=CC=C1